BrC=1C=C2C(=NC1)C(CO2)O 6-bromo-2,3-dihydrofuro[3,2-b]pyridin-3-ol